N3-(2,6-dimethylphenyl)-N6-(2-fluoro-4-(piperidin-4-yl)phenyl)-1-methyl-1H-pyrazolo[3,4-d]pyrimidine-3,6-diamine CC1=C(C(=CC=C1)C)NC1=NN(C2=NC(=NC=C21)NC2=C(C=C(C=C2)C2CCNCC2)F)C